N1C=C(C=2C1=CN=CC2)CN2N=CC1=C(C2=O)N(C2=C1CCN(C2)S(=O)(=O)C)C 3-((1H-pyrrolo[2,3-c]pyridin-3-yl)methyl)-5-methyl-7-(methylsulfonyl)-3,5,6,7,8,9-hexahydro-4H-pyrido[4',3':4,5]pyrrolo[2,3-d]pyridazin-4-one